tert-Butyl (2R,4S)-4-((R)-1-acetyl-4-(5-(benzyloxy)-1H-indole-2-carbonyl)piperazine-2-carboxamido)-2-methylpyrrolidine-1-carboxylate C(C)(=O)N1[C@H](CN(CC1)C(=O)C=1NC2=CC=C(C=C2C1)OCC1=CC=CC=C1)C(=O)N[C@H]1C[C@H](N(C1)C(=O)OC(C)(C)C)C